4-(3-methoxyallyl)-1,1'-biphenyl COC=CCC1=CC=C(C=C1)C1=CC=CC=C1